CC(=CC)CCCC(CCCC(C)C)C 3,7,11-trimethyldodec-2-ene